tert-Butyl 9-cyanospiro[2,5-dihydropyrido[3,4-f][1,4]oxazepine-3,1'-cyclopropane]-4-carboxylate C(#N)C1=CN=CC=2CN(C3(CC3)COC21)C(=O)OC(C)(C)C